(1s,4s)-4-((5-(imidazo[1,2-a]pyridin-6-yl)-7H-pyrrolo[2,3-d]pyrimidin-2-yl)amino)-N,N-dimethylcyclohexane-1-carboxamide N=1C=CN2C1C=CC(=C2)C2=CNC=1N=C(N=CC12)NC1CCC(CC1)C(=O)N(C)C